FC(CNC(=O)C1NC2CC2(C1)C)=C(C)C N-(2-fluoro-3-methylbut-2-en-1-yl)-5-methyl-2-azabicyclo[3.1.0]hexane-3-carboxamide